((4,6-Bis(bis(methoxymethyl)amino)-1,3,5-triazin-2-yl)(methoxymethyl)amino)methanol COCN(C1=NC(=NC(=N1)N(COC)COC)N(COC)CO)COC